C(CCC)NS(=O)(=O)C=1C=2C3=C(C(N(C3=CC1)CC(C)C)=O)C=CC2 N-butyl-1-isobutyl-2-oxo-1,2-dihydrobenzo[cd]indole-6-sulfonamide